C(CCCCCCCC)C1=C(C=CC=C1)[Si](OCCOC)(OCCOC)OCCOC nonylphenyl-tris-(2-methoxyethoxy)silane